BrC1=NC(=CC=C1N[C@H](C)C1=CC(=CC=2N=C3OC[C@@H]4COCCN4C3=NC12)F)Cl 2-bromo-6-chloro-N-[(1R)-1-[(7S)-14-fluoro-5,9-dioxa-2,11,18-triazatetracyclo[8.8.0.02,7.012,17]octadeca-1(18),10,12(17),13,15-pentaen-16-yl]ethyl]pyridin-3-amine